C12CC(CC(CC1)N2)NC=2SC1=C(C=NC(=C1)C1=CC3=CN(N=C3C(=C1)F)C)N2 N-[(3-exo)-8-Azabicyclo[3.2.1]oct-3-yl]-6-(7-fluoro-2-methyl-2H-indazol-5-yl)[1,3]thiazolo[4,5-c]pyridin-2-amin